Cl.C(C1=CC=CC=C1)(=O)OC1=C(C=C(C=C1)CCNC(CNC)=O)OC(C1=CC=CC=C1)=O 4-(2-(2-(methylamino) acetamido) ethyl)-1,2-phenylene dibenzoate hydrochloride